BrC1=CC=C2C(C(=CNC2=C1)C)=O 7-bromo-3-methylquinolin-4(1H)-one